BrC1=C(C(=CC(=C1)F)OC)C#CC1CCOCC1 4-[2-(2-bromo-4-fluoro-6-methoxy-phenyl)ethynyl]Tetrahydropyran